C(#N)[B] cyano-boron